tetra(octan-3-yl) 9,9',9'',9'''-((((5-(((5-(bis(9-(octan-3-yloxy)-9-oxononyl)amino)pentanoyl)oxy)methyl)isophthaloyl)bis(azanediyl))bis(propane-3,1-diyl))bis(azanetriyl))tetranonanoate CCC(CCCCC)OC(CCCCCCCCN(CCCCC(=O)OCC=1C=C(C=C(C(=O)NCCCN(CCCCCCCCC(=O)OC(CC)CCCCC)CCCCCCCCC(=O)OC(CC)CCCCC)C1)C(=O)NCCCN(CCCCCCCCC(=O)OC(CC)CCCCC)CCCCCCCCC(=O)OC(CC)CCCCC)CCCCCCCCC(OC(CC)CCCCC)=O)=O